N-(4-(2-(2-Fluoro-4-methoxyphenyl)propyl)-6-(((R)-1-hydroxy-4-methylpentan-2-yl)amino)-1,3,5-triazin-2-yl)methanesulfonamide FC1=C(C=CC(=C1)OC)C(CC1=NC(=NC(=N1)N[C@@H](CO)CC(C)C)NS(=O)(=O)C)C